Cl.C1=C(C=CC2=CC=CC=C12)N1C=CC2=C(C=CC=C12)CN1CCSCC1 4-((1-(naphthalen-2-yl)-1H-indol-4-yl)methyl)thiomorpholine hydrochloride